CC1=C(N(N=N1)C=1C=NC(=CC1)C)C(=O)O 5-methyl-3-(6-methyl-3-pyridyl)triazole-4-carboxylic acid